3-chloro-2-(2-chloroethoxy)-5-(2-(4-((2-(1'-(piperidin-4-ylmethyl)-[4,4'-bipiperidin]-1-yl)pyrimidin-4-yl)methoxy)phenyl)propan-2-yl)benzonitrile ClC=1C(=C(C#N)C=C(C1)C(C)(C)C1=CC=C(C=C1)OCC1=NC(=NC=C1)N1CCC(CC1)C1CCN(CC1)CC1CCNCC1)OCCCl